6-(2-hydroxy-2-methylpropyloxy)-4-(6-(6-(prop-2-yn-1-yl)-3,6-diazabicyclo[3.1.1]heptan-3-yl)pyridin-3-yl)pyrazolo[1,5-a]pyridine-3-carbonitrile OC(COC=1C=C(C=2N(C1)N=CC2C#N)C=2C=NC(=CC2)N2CC1N(C(C2)C1)CC#C)(C)C